4-(5-cyclopropoxypyridin-2-yl)-N-(3-methylpyridin-2-yl)thiazol-2-amine C1(CC1)OC=1C=CC(=NC1)C=1N=C(SC1)NC1=NC=CC=C1C